1-(bicyclo[1.1.1]pentan-1-yl)-N-((R)-1-(3-(difluoromethyl)-2-fluorophenyl)ethyl)-4-(((1R,5S,6r)-3-methyl-3-azabicyclo[3.1.1]heptan-6-yl)amino)-6-oxo-1,6-dihydropyridine-3-carboxamide C12(CC(C1)C2)N2C=C(C(=CC2=O)NC2[C@@H]1CN(C[C@H]2C1)C)C(=O)N[C@H](C)C1=C(C(=CC=C1)C(F)F)F